FC1=C(OC2C[C@@H]3[C@@H](CN(C3)CC(O)C3=CC=C(C=N3)O)C2)C=CC=C1OC rac-6-(2-((3aR,5s,6aS)-5-(2-fluoro-3-methoxyphenoxy)hexahydrocyclopenta[c]pyrrol-2(1H)-yl)-1-hydroxyethyl)pyridin-3-ol